FC(C([Si](OC)(OC)OC)(F)F)CCCCCCCCC(OC1=CC=CC=C1)(F)F Pentafluorophenoxyundecyltrimethoxysilan